(1r,4r)-4-(3-(Difluoromethyl)azetidin-1-yl)cyclohexan-1-amine FC(C1CN(C1)C1CCC(CC1)N)F